N-[4-(aminomethyl)benzyl]carbamic acid tert-butyl ester C(C)(C)(C)OC(NCC1=CC=C(C=C1)CN)=O